BrC1=C(C=C(C(=C1)Cl)C)C1=NNC=C1 3-(2-bromo-4-chloro-5-methylphenyl)-1H-pyrazole